COCC1(C(=C(C(=C1F)F)F)F)COC 1,1-bis(methoxymethyl)-2,3,4,5-tetrafluorocyclopentadiene